(R,E)-N-(4-((3-chloro-2-fluorophenyl)amino)-7-((1,3-dimethylpyrrolidin-3-yl)ethynyl)quinazolin-6-yl)-4-(dimethylamino)but-2-enamide ClC=1C(=C(C=CC1)NC1=NC=NC2=CC(=C(C=C12)NC(\C=C\CN(C)C)=O)C#C[C@@]1(CN(CC1)C)C)F